Chromium-oxide [O-2].[Cr+3].[O-2].[O-2].[Cr+3]